(2,3-dimethylphenyl)-3-(6-fluoropyridin-3-yl)-6-methoxy-1H-pyrazolo[4,3-b]pyridine CC1=C(C=CC=C1C)N1N=C(C2=NC=C(C=C21)OC)C=2C=NC(=CC2)F